2-(4-Allylpiperazin-1-yl)-1-(4-isopropoxy-3-nitrophenyl)ethan-1-one C(C=C)N1CCN(CC1)CC(=O)C1=CC(=C(C=C1)OC(C)C)[N+](=O)[O-]